tert-butyl 3-(2-(tert-butoxy)-2-oxoethyl)-7-((4-(4-hydroxyphenyl)piperidin-1-yl)sulfonyl)-4-oxo-3,4-dihydroquinazoline-1(2H)-carboxylate C(C)(C)(C)OC(CN1CN(C2=CC(=CC=C2C1=O)S(=O)(=O)N1CCC(CC1)C1=CC=C(C=C1)O)C(=O)OC(C)(C)C)=O